ClC1=NN2C(N=CC=3C(CCC(C23)(C)C)C(=O)NC=2C=NC(=C(C2)Cl)N2N=CC=N2)=C1 2-chloro-N-(5-chloro-6-(2H-1,2,3-triazol-2-yl)pyridin-3-yl)-9,9-dimethyl-6,7,8,9-tetrahydropyrazolo[1,5-a]quinazolin-6-carboxamide